C(CCCCCCCCCCCCCCC)(=O)N(CCC)C(CCCCCCCCCCCCCCC)=O dipalmitoyl-propylamine